tert-butyl N-[(8-bromo-4-chloro-5H-pyrimido[5,4-b]indol-2-yl)methyl]carbamate BrC1=CC=2C3=C(NC2C=C1)C(=NC(=N3)CNC(OC(C)(C)C)=O)Cl